BrC1=CC(=C(C=C1)S(=O)(=O)N)C(C)C 4-bromo-2-(propan-2-yl)benzenesulfonamide